CN1N=C(C=C1)C=1C(=NC(=NC1)SC)N (1-methyl-1H-pyrazol-3-yl)-2-(methylsulfanyl)pyrimidin-4-amine